N(=C=O)CCCOCCOCCCN=C=O 1,2-bis(3-isocyanato-propoxy)ethane